3-diallylaminopropyltrimethoxysilane C(C=C)N(CCC[Si](OC)(OC)OC)CC=C